ClC/C=C/C(=O)NC1=C(C=C(C=C1)C(=O)C1=CC=C2C(=CC=CN12)C1=C(C2=CN(N=C2C=C1)C)Cl)C#N (2E)-4-chloro-N-{4-[8-(4-chloro-2-methyl-2H-indazol-5-yl)indolizine-3-carbonyl]-2-cyanophenyl}but-2-enamide